methyl N-[4-[6-[methyl (p-tolyl)carbamoyl] imidazo[1,2-a]pyridin-3-yl]phenyl]carbamate CN(C(=O)C=1C=CC=2N(C1)C(=CN2)C2=CC=C(C=C2)NC(OC)=O)C2=CC=C(C=C2)C